dipropylene glycol monoiso-nonyl ether C(CCCCCC(C)C)OC(C)COC(C)CO